O=C1CCN(CCC1)C(=O)OCC ethyl 4-oxoazepane-1-carboxylate